N-[3-chloro-4-[4-[2-(dimethyl-amino)acetyl]piperazine-1-carbonyl]phenyl]-1-methyl-5-[4-(3-methyl-1H-pyrazol-4-yl)phenyl]imidazole-2-carboxamide ClC=1C=C(C=CC1C(=O)N1CCN(CC1)C(CN(C)C)=O)NC(=O)C=1N(C(=CN1)C1=CC=C(C=C1)C=1C(=NNC1)C)C